C(C)(C)(C)OC(=O)NC=1C=CC(=C(C(=O)OC)C1)O methyl 5-((tert-butoxycarbonyl) amino)-2-hydroxybenzoate